C1(CCCCC1)C1=CC=C(C(N1)=O)C(=O)O 6-cyclohexyl-2-oxo-1,2-dihydropyridine-3-carboxylic acid